The molecule is a member of the class of benzoxazoles that is 2-benzoxazolinone substituted at position 6 by a bromo group. It is a benzoxazole and an organobromine compound. C1=CC2=C(C=C1Br)OC(=O)N2